ClC=1C=C(C=C(C1)NS(=O)(=O)C)NC(=O)C1=CN(C(=C1)C1=NC=C(C=C1OCC=1C=NC=C(C1)F)N1CC(C1)(F)F)C N-(3-chloro-5-(methylsulfonamido)phenyl)-5-(5-(3,3-difluoroazetidin-1-yl)-3-((5-fluoropyridin-3-yl)methoxy)pyridin-2-yl)-1-methyl-1H-pyrrole-3-carboxamide